4-((2,5-dihydroxy-4-sulfophenyl)methylsulfonylmethyl)-2,5-dihydroxybenzoic acid OC1=C(C=C(C(=C1)S(=O)(=O)O)O)CS(=O)(=O)CC1=CC(=C(C(=O)O)C=C1O)O